COC(C[C@H]1[C@@H](C(CC1)=O)CCCCC)=O |r| methyl-2-[rac-(1S,2S)-3-oxo-2-pentyl-cyclopentyl]acetate